4-chloro-6-(1,1-difluoroethyl)-2-(2-methoxyethoxy)pyrimidine ClC1=NC(=NC(=C1)C(C)(F)F)OCCOC